N-[2-(3,3-difluoropyrrolidin-1-yl)-4-[(2R)-tetrahydrofuran-2-yl]-3-pyridyl]-2-isopropyl-pyrimidine-5-carboxamide FC1(CN(CC1)C1=NC=CC(=C1NC(=O)C=1C=NC(=NC1)C(C)C)[C@@H]1OCCC1)F